The molecule is an abscisic acid in which the two acyclic double bonds both have trans-geometry. It is a conjugate acid of a 2-trans-abscisate. CC1=CC(=O)CC(C1(/C=C/C(=C/C(=O)O)/C)O)(C)C